monohydroxy-1,4-butanediol OC(CCCO)O